C(C)(C)C1=C(NC2=CC=C(C=C12)C1CCN(CC1)CC(=O)N)C=1C2=C(C(N(C1)C)=O)NC=C2 2-(4-(3-isopropyl-2-(6-methyl-7-oxo-6,7-dihydro-1H-pyrrolo[2,3-c]pyridin-4-yl)-1H-indol-5-yl)piperidin-1-yl)acetamide